ethyl 4-(((1R,4R)-4-hydroxycyclohexyl)(methyl)amino)-1H-pyrrolo[2,3-b]pyridine-5-carboxylate OC1CCC(CC1)N(C1=C2C(=NC=C1C(=O)OCC)NC=C2)C